(R)-3-Chloro-N-(3-methyl-1,1-dioxidotetrahydrothiophen-3-yl)-5-((3-(2,2,2-trifluoroethoxy)pyridin-2-yl)oxy)pyrazolo[1,5-a]pyridine-2-carboxamide ClC=1C(=NN2C1C=C(C=C2)OC2=NC=CC=C2OCC(F)(F)F)C(=O)N[C@]2(CS(CC2)(=O)=O)C